OC=1N=C2C=NC=NC2=NC1 6-hydroxypteridine